N1(CCCC1)S(=O)(=O)C=1C=CC=C2CNC(C12)=O 7-(pyrrolidin-1-ylsulfonyl)isoindolin-1-one